Methyl 5-((S)-2-cyclohexyl-2-(1-methyl-1H-pyrazole-5-carboxamido) acetamido)-2-isopropyl-2,3-dihydro-1H-indene-2-carboxylate C1(CCCCC1)[C@@H](C(=O)NC=1C=C2CC(CC2=CC1)(C(=O)OC)C(C)C)NC(=O)C1=CC=NN1C